N-methyl-1-[2-[4-(o-tolyl)-2-oxo-chromen-7-yl]oxypropanoyl]piperidine-3-sulfonamide CNS(=O)(=O)C1CN(CCC1)C(C(C)OC1=CC=C2C(=CC(OC2=C1)=O)C1=C(C=CC=C1)C)=O